FC1=C(C(=C(C=C1OC)OC)F)N1C(N(C2=C(C1)C=NC1=C2C(=NN1)C)C)=O 3-(2,6-difluoro-3,5-dimethoxyphenyl)-1,9-dimethyl-1,3,4,7-tetrahydro-2H-pyrazolo[4',3':5,6]pyrido[4,3-d]pyrimidin-2-one